5-[[4-[(2-aminoacetyl)amino]-3-carbamoyl-phenyl]sulfonylamino]thiazole-4-carboxylic acid NCC(=O)NC1=C(C=C(C=C1)S(=O)(=O)NC1=C(N=CS1)C(=O)O)C(N)=O